2-amino-5-(propylsulfanyl)benzimidazole NC=1NC2=C(N1)C=CC(=C2)SCCC